(6-methylpyrimidin-4-yl)quinazolin CC1=CC(=NC=N1)C1=NC2=CC=CC=C2C=N1